N-propyl-N,N-bis(2-pyridylmethyl)amine C(CC)N(CC1=NC=CC=C1)CC1=NC=CC=C1